N-(6-(difluoromethoxy)-4-fluoro-1-(1-methylcyclobutyl)-1H-benzo[d]imidazol-2-yl)-3,3-dimethylbutanamide FC(OC=1C=C(C2=C(N(C(=N2)NC(CC(C)(C)C)=O)C2(CCC2)C)C1)F)F